C(C)S(=O)(=O)C1=C(N=C2N1C=CC(=C2)C(F)(F)F)NC(OCCCC)=O butyl N-[3-ethylsulfonyl-7-(trifluoromethyl)imidazo[1,2-a]pyridin-2-yl]carbamate